BrC=1C(=NC(=NC1)NC1=C(C=C(C=C1)N1CCN(CC1)C)C(C)C)NCCCNC(=O)C1CCC1 N-(3-((5-bromo-2-((2-isopropyl-4-(4-methylpiperazin-1-yl)phenyl)amino)pyrimidin-4-yl)amino)propyl)cyclobutanecarboxamide